CC1=C(C=CC(=C1)N)C1=CC(=C(C=C1)N)C 2,3'-dimethyl-4,4'-diaminobiphenyl